1-(tert-butyl)-3-(3-methylbenzyl)-1H-pyrazolo[3,4-d]pyrimidin-4-amine C(C)(C)(C)N1N=C(C=2C1=NC=NC2N)CC2=CC(=CC=C2)C